4-chloro-6-cyclopropyl-8-(3-nitrophenyl)pyridazino[4,5-e][1,3]oxazine-2,5-dione ClC1=NC(OC2=C1C(N(N=C2C2=CC(=CC=C2)[N+](=O)[O-])C2CC2)=O)=O